N1=C(C=CC=C1)C1=CC=C(N(C2=CC=C(C=C2)C2=NC=CC=C2)C2=CC=C(C=C2)C2=NC=CC=C2)C=C1 4-(2-pyridyl)-N,N-bis[4-(2-pyridyl)phenyl]aniline